C(CCC)OCCO[Mg] butyloxyethoxymagnesium